2-((S)-4-(7-(8-methyl-5,6-dihydro-naphthalen-1-yl)-2-(((S)-1-methylpyrrolidin-2-yl)methoxy)-5,6,7,8-tetrahydropyrido[3,4-d]pyrimidin-4-yl)piperazin-2-yl)acetonitrile CC1=CCCC=2C=CC=C(C12)N1CC=2N=C(N=C(C2CC1)N1C[C@@H](NCC1)CC#N)OC[C@H]1N(CCC1)C